1-(4-(trans-2,6-Dimethylthiomorpholino)phenyl)-5,7-difluoro-1H-indazol-6-ol C[C@@H]1S[C@H](CN(C1)C1=CC=C(C=C1)N1N=CC2=CC(=C(C(=C12)F)O)F)C